tert-butyl (Z)-4-(4-amino-4-(hydroxyimino)butyl)piperazine-1-carboxylate N\C(\CCCN1CCN(CC1)C(=O)OC(C)(C)C)=N/O